4-nitrophthalic acid monosodium salt [Na+].[N+](=O)([O-])C=1C=C(C(C(=O)[O-])=CC1)C(=O)O